FC=1C=C(NC2=NC=C(C(=N2)N[C@H](CO)C2=CC=CC=C2)C#N)C=CC1S(=O)(=O)C 2-(3-fluoro-4-methylsulfonyl-anilino)-4-[[(1S)-2-hydroxy-1-phenyl-ethyl]amino]pyrimidine-5-carbonitrile